isopropylthio(methylthio)bis(thietanylthio)tin C(C)(C)S[Sn](SC1SCC1)(SC1SCC1)SC